6-(1-aminocyclopropyl)-2-(diethoxymethyl)-1H-indole-1-carboxylic acid tert-butyl ester C(C)(C)(C)OC(=O)N1C(=CC2=CC=C(C=C12)C1(CC1)N)C(OCC)OCC